CCC(CC/C=C\\C[C@H](/C=C/C=C/C=C\\[C@H](CCCC(=O)O)O)O)O The molecule is a leukotriene that is leukotriene B4 carrying an additional hydroxy substituent at position 18. It has a role as a mouse metabolite. It is a leukotriene, a long-chain fatty acid, a secondary allylic alcohol, a triol and a hydroxy polyunsaturated fatty acid. It derives from a leukotriene B4. It is a conjugate acid of a 18-hydroxyleukotriene B4(1-).